3-ethoxy-4-(4,4,5,5-tetramethyl-1,3,2-dioxaborolan-2-yl)-N-(4-(trifluoromethyl)pyridin-2-yl)benzamide C(C)OC=1C=C(C(=O)NC2=NC=CC(=C2)C(F)(F)F)C=CC1B1OC(C(O1)(C)C)(C)C